N,N-dimethylaminoethanolAmine CNN(CCO)NC